1-((5-(5-(difluoromethyl)-1,3,4-oxadiazol-2-yl)pyridin-2-yl)methyl)-6-fluoro-5-(1H-indol-4-yl)-3-(1-methylazetidin-3-yl)-1,3-dihydro-2H-benzo[d]imidazol-2-one FC(C1=NN=C(O1)C=1C=CC(=NC1)CN1C(N(C2=C1C=C(C(=C2)C2=C1C=CNC1=CC=C2)F)C2CN(C2)C)=O)F